C(C)C1CCC(CC1)C(=O)OCC(COC(=O)C1CCC(CC1)CC)(C)COCC1=CC=CC=C1 2-((benzyloxy)methyl)-2-methylpropane-1,3-diyl bis(4-ethylcyclohexane-1-carboxylate)